(1,5-cyclooctadiene) rhodium (I) trifluoromethanesulfonate FC(S(=O)(=O)[O-])(F)F.[Rh+].C1=CCCC=CCC1